NN1C(=NC(=C1C(=O)O)C1=CC=C(C=C1)C(NC1=NC=CC(=C1)C(C)C)=O)[C@H]1N(CCCC1)C(=O)OC(C)(C)C (S)-1-amino-2-(1-(tert-butoxycarbonyl)piperidin-2-yl)-4-(4-((4-isopropyl-pyridin-2-yl)carbamoyl)phenyl)-1H-imidazole-5-carboxylic acid